CC(C(CC(CC(C)O)O)O)O 2,3,5,7-octanetetraol